The molecule is an aryl thiol that is thiophenol substituted at position 2 by an amino group. It has a role as a plant metabolite. It is a substituted aniline and an aryl thiol. C1=CC=C(C(=C1)N)S